(((1H-pyrazol-5-yl)amino)methyl)-4-(4-cyanophenyl)isoindoline-2-carbonitrile N1N=CC=C1NCC1N(CC2=C(C=CC=C12)C1=CC=C(C=C1)C#N)C#N